BrC=1C=CC=2N(C3=CC=C(C=C3C2C1)Br)C1=CC=C(C=C1)N1C2=CC=C(C=C2C=2C=C(C=CC12)Br)Br 1,4-di(3,6-dibromo-9H-carbazole-9-yl)benzene